7-(hydroxymethyl)-8-azaspiro[4.5]decane-8-carboxylic acid tert-butyl ester C(C)(C)(C)OC(=O)N1C(CC2(CCCC2)CC1)CO